1,1-bis(hydroxyethyl)-cyclohexane OCCC1(CCCCC1)CCO